N1-(2-(dimethylamino)ethyl)-N4-(4-(4-fluoro-2-(fluoromethyl)-1-isopropyl-1H-benzo[d]imidazole-6-yl)pyrimidin-2-yl)-5-methoxy-N1-methyl-2-nitrobenzene-1,4-diamine CN(CCN(C1=C(C=C(C(=C1)OC)NC1=NC=CC(=N1)C=1C=C(C2=C(N(C(=N2)CF)C(C)C)C1)F)[N+](=O)[O-])C)C